CC1(OC[C@@H](O1)C(=O)N1CCC(CC1)C=N[S@@](=O)C(C)(C)C)C (S)-N-[[1-[(4R)-2,2-dimethyl-1,3-dioxolane-4-carbonyl]piperidin-4-yl]methylidene]-2-methylpropane-2-sulfinamide